(1,1'-bis(diphenylphosphino)ferrocene) palladium dichloride [Pd](Cl)Cl.C1(=CC=CC=C1)P([C-]1C=CC=C1)C1=CC=CC=C1.[C-]1(C=CC=C1)P(C1=CC=CC=C1)C1=CC=CC=C1.[Fe+2]